tertbutyl (2-((2-((4-(5-(2-chlorobenzamido)-1-methyl-1H-pyrazol-3-yl)phenyl)carbamoyl)benzyl)oxy)ethyl)carbamate ClC1=C(C(=O)NC2=CC(=NN2C)C2=CC=C(C=C2)NC(=O)C2=C(COCCNC(OC(C)(C)C)=O)C=CC=C2)C=CC=C1